10-Hydroxy-heneicosanoic acid OC(CCCCCCCCC(=O)O)CCCCCCCCCCC